C(C1=CC=CC=C1)C1N=C2SC=C(N2C1)CSC=1NC2=CC=CC=C2C(N1)C 6-benzyl-3-(((4-methyl-1,4-dihydroquinazolin-2-yl)thio)methyl)-5,6-dihydroimidazo[2,1-b]thiazole